C(C)N(C=1C=C2C(=CN(C2=CC1)S(=O)(=O)C1=CC=C(C)C=C1)C=O)CC 5-(diethylamino)-1-tosyl-1H-indole-3-carbaldehyde